FC1=CC=C(C=C1)C(=O)N1CC(CC1)N1C(=NC=2C1=C1C(=NC2)N(C=C1)S(=O)(=O)C1=CC=CC=C1)[C@@H](C)O (4-fluorophenyl)(3-(2-((R)-1-hydroxyethyl)-6-(benzenesulfonyl)imidazo[4,5-d]pyrrolo[2,3-b]pyridin-1(6H)-yl)pyrrolidin-1-yl)methanone